N-benzyl-alpha-(4-chlorophenyl)nitrone C(C1=CC=CC=C1)[N+](=CC1=CC=C(C=C1)Cl)[O-]